FC1=CC(=C(C=C1)C=1C=NC=2N(N1)C=C(N2)COC2=NC=CC=C2)C(F)(F)F 2-[4-fluoro-2-(trifluoromethyl)phenyl]-6-(2-pyridyloxymethyl)imidazo[1,2-b][1,2,4]triazine